(3S,4R)-4-fluoro-3-hydroxypyrrolidine F[C@H]1[C@H](CNC1)O